FC(C(=O)[O-])(F)F.COC=1C=C(\C=C\2/CC(C\C(\C2=O)=C/C2=CC(=C(C=C2)OC)OC)NC(CC[NH3+])=O)C=CC1OC 3-((3,5-Bis((E)-3,4-dimethoxybenzylidene)-4-oxocyclohexyl)amino)-3-oxopropan-1-aminium trifluoroacetate